ClC1=CC=C(S1)CNC1=CC(=NN1C(C(CO)(C)C)=O)C1(CNCCC1)C 1-(5-{[(5-chlorothiophen-2-yl)methyl]amino}-3-(3-methylpiperidin-3-yl)-1H-pyrazol-1-yl)-3-hydroxy-2,2-dimethylpropan-1-one